β-MYRCENE C=CC(CCC=C(C)C)=C